lithium bis[4-methoxymethoxy-1-methylbutyl]copper COCOCCCC(C)[Cu]C(CCCOCOC)C.[Li]